N1-((2,2-difluorobenzo-[d][1,3]dioxol-4-yl)methyl)-N2-(1H-pyrrolo[3,2-c]pyridin-3-yl)oxalamide FC1(OC2=C(O1)C=CC=C2CNC(C(=O)NC2=CNC1=C2C=NC=C1)=O)F